{9-[(3-pyridinyl)methyl]-5-carbamoyl-carbazol-4-yl}oxyacetic acid N1=CC(=CC=C1)CN1C2=CC=CC(=C2C=2C(=CC=CC12)OCC(=O)O)C(N)=O